N-[4-[(3aR,6aS)-2,3,3a,4,6,6a-hexahydro-1H-pyrrolo[3,4-c]pyrrole-5-carbonyl]-3-chloro-phenyl]-5-(2,3-difluoro-4-methoxy-phenyl)-1-methyl-imidazole-2-carboxamide C1NC[C@H]2[C@@H]1CN(C2)C(=O)C2=C(C=C(C=C2)NC(=O)C=2N(C(=CN2)C2=C(C(=C(C=C2)OC)F)F)C)Cl